5-Chloro-N-((1-(3,3-dimethylbutyl)piperidin-4-yl)methyl)-1-ethyl-3-(5-methylisoxazol-3-yl)-1H-pyrazole-4-carboxamide ClC1=C(C(=NN1CC)C1=NOC(=C1)C)C(=O)NCC1CCN(CC1)CCC(C)(C)C